ClC1=C(C(=O)NC)C=CC(=C1)NC1=NC=C(C(=N1)N[C@H](CO)C1=CC=CC=C1)C1=NOC(=N1)C 2-chloro-4-[[4-[[(1S)-2-hydroxy-1-phenyl-ethyl]amino]-5-(5-methyl-1,2,4-oxadiazol-3-yl)pyrimidin-2-yl]amino]-N-methyl-benzamide